C(C)(C)(C)OC(=O)N1C(C2C(C1)CC(C2)(F)F)C(=O)O 2-[(tert-butoxy)carbonyl]-5,5-difluoro-octahydrocyclopenta[c]pyrrole-1-carboxylic acid